NC1=C2C(=NC=N1)N(N=C2C2=CC=C(C=C2)OC2=CC=CC=C2)C2CCC(CC2)CN2C[C@@H](CCC2)NC=2C=C1C(N(C(C1=CC2)=O)C2C(NC(CC2)=O)=O)=O 5-(((R)-1-((4-(4-amino-3-(4-phenoxyphenyl)-1H-pyrazolo[3,4-d]pyrimidin-1-yl)cyclohexyl)methyl)piperidin-3-yl)amino)-2-(2,6-dioxopiperidin-3-yl)isoindoline-1,3-dione